C(C1=CC=CC=C1)(=O)C(=O)O.C(C1=CC=CC=C1)(=O)C(=O)O benzoylformate (benzoyl formate)